C(C)(C)(C)C=1N=C(OC1)C1=NC(=CC(=C1)[N+](=O)[O-])C=1OC=C(N1)C(C)(C)C 2,6-bis[4-(S)-tert-butyl-2-oxazolyl]-4-nitropyridine